BrC1=C(N)C(=CC(=C1)Cl)Br 2,6-Dibromo-4-chloroaniline